FC(C(=O)O)(F)F.C(C)OC=1C(=NC=CC1)OC=1C=C(C=NC1)C1=NC=C(C=N1)C(=O)N[C@H]1CNCCC1 2-{5-[(3-ethoxypyridin-2-yl)oxy]pyridin-3-yl}-N-[(3R)-piperidin-3-yl]pyrimidine-5-carboxamide, trifluoroacetate salt